1-(4-chlorophenyl)-2,2,2-trifluoroethan-1-amine ClC1=CC=C(C=C1)C(C(F)(F)F)N